[H-].[La+3].[H-].[H-] lanthanum hydride